NC1=NN2C(N=CC=C2)=C1C(=O)NC(C)C=1C=C(C2=CN(N=C2C1OCC)CC1=CC=CC=C1)Cl 2-amino-N-(1-(2-benzyl-4-chloro-7-ethoxy-2H-indazol-6-yl)ethyl)pyrazolo[1,5-a]pyrimidine-3-carboxamide